N-[6-(8-Cyclopentyl-6-ethyl-7-oxo-7,8-dihydro-pyrido[2,3-d]pyrimidin-2-ylamino)-pyridin-3-yl]-methanesulfonamide C1(CCCC1)N1C(C(=CC2=C1N=C(N=C2)NC2=CC=C(C=N2)NS(=O)(=O)C)CC)=O